1,4-bis-(3,5-di-tert-butyl-4-hydroxy-benzyl)-2,3,5,6-tetramethylbenzene C(C)(C)(C)C=1C=C(CC2=C(C(=C(C(=C2C)C)CC2=CC(=C(C(=C2)C(C)(C)C)O)C(C)(C)C)C)C)C=C(C1O)C(C)(C)C